1-Methyl-4-[4-(5-methyl-1,3-benzoxazol-2-yl)piperidin-1-yl]-2-oxo-6-(3,3,3-trifluoroprop-1-en-2-yl)-1,2-dihydroquinoline-3-carbonitrile CN1C(C(=C(C2=CC(=CC=C12)C(=C)C(F)(F)F)N1CCC(CC1)C=1OC2=C(N1)C=C(C=C2)C)C#N)=O